C1(CC1)CNC(=O)C=1N=C2N(C=C(C=C2)C2=NOC(=N2)C(F)(F)F)C1 N-(cyclopropylmethyl)-6-(5-(trifluoromethyl)-1,2,4-oxadiazol-3-yl)imidazo[1,2-a]pyridine-2-carboxamide